CC1CC(CCCCCCCCC\C=C/C1)=O Z-3-methylcyclopentadec-5-en-1-one